COC1=NC=C(C=N1)[C@H](CC(=O)O)NC(=O)N1CC(C1)CCC1=NC=2NCCCC2C=C1 (S)-3-(2-methoxypyrimidin-5-yl)-3-(3-(2-(5,6,7,8-tetrahydro-1,8-naphthyridin-2-yl)ethyl)azetidine-1-carboxamido)propionic acid